dinitramide potassium [K].N[N+](=O)[O-].N[N+](=O)[O-]